FC=1C=C2/C(/C(NC2=CC1)=O)=C/C1=C(C(=CN1)C(=O)NCCNC(OC(C)(C)C)=O)C tert-butyl N-[2-[[5-[(Z)-(5-fluoro-2-oxo-indolin-3-ylidene)methyl]-4-methyl-1H-pyrrole-3-carbonyl]amino]ethyl]carbamate